C(#N)C=1C=NN2C1C(=CC(=C2)C2=CC(N(C=C2)C)=O)C=2C=CC(=NC2)C21CNCC(CC2)N1 (5-(3-cyano-6-(1-methyl-2-oxo-1,2-dihydropyridin-4-yl)pyrazolo[1,5-a]pyridin-4-yl)pyridin-2-yl)-3,8-diazabicyclo[3.2.1]octane